1-{5-acetyl-5-azaspiro[2.4]heptane-1-carbonyl}-4-fluoro-N-{phenyl-[4-(prop-2-yl)phenyl]methyl}pyrrolidine-2-carboxamide C(C)(=O)N1CC2(CC2C(=O)N2C(CC(C2)F)C(=O)NC(C2=CC=C(C=C2)C(C)C)C2=CC=CC=C2)CC1